BrC1=CC=CC=2N1N=CC2C(=O)N[C@H]2COC1=CC(=CC=C1C2)N2CCNCC2 (R)-7-bromo-N-(7-(piperazin-1-yl)chroman-3-yl)pyrazolo[1,5-a]pyridine-3-carboxamide